Cyclopropylmethyl (S)-2-((tert-butoxycarbonyl) amino)-4-methylpentanoate C(C)(C)(C)OC(=O)N[C@H](C(=O)OCC1CC1)CC(C)C